N-(cyanomethyl)-3-(2-((1-methyl-1H-pyrazol-4-yl)amino)pyrimidin-4-yl)-8-azabicyclo[3.2.1]oct-2-ene-8-sulfonamide C(#N)CNS(=O)(=O)N1C2C=C(CC1CC2)C2=NC(=NC=C2)NC=2C=NN(C2)C